4-methoxy-N-methyl-N-ethyltryptamine COC=1C=CC=C2NC=C(CCN(CC)C)C12